CN1C=NC(=C1)C(=O)ON=CC1=C(C=CC=C1)C 2-Methylbenzaldehyde-O-(1-methyl-1H-imidazole-4-carbonyl) oxime